F[C@H]1[C@@]2(CCC[C@](C[C@H]1OC1=CC=C(N=N1)C=1C=C3C=CN(C(C3=CC1O)=O)C)(N2)C)C 6-(6-(((1S,2S,3R,5R)-2-fluoro-1,5-dimethyl-9-azabicyclo[3.3.1]nonan-3-yl)oxy)pyridazin-3-yl)-7-hydroxy-2-methylisoquinolin-1(2H)-one